(4-isopropylpiperazin-1-yl)(6-methyl-2-(5-methylfuran-2-yl)quinolin-4-yl)methanone C(C)(C)N1CCN(CC1)C(=O)C1=CC(=NC2=CC=C(C=C12)C)C=1OC(=CC1)C